C(C)(=O)OC(C(=O)O)C1CCS(CC1)(=O)=O 2-(acetyloxy)-2-(1,1-dioxo-1λ6-thian-4-yl)acetic acid